N-Cyclopropyl-2-(2-fluoro-4-iodoanilino)-5-[[2-fluoro-3-(methylsulfamoylamino)phenyl]methyl]-1-methyl-6-oxopyridine-3-carboxamide C1(CC1)NC(=O)C1=C(N(C(C(=C1)CC1=C(C(=CC=C1)NS(NC)(=O)=O)F)=O)C)NC1=C(C=C(C=C1)I)F